ClC=1C=C(C=CC1)NC(=O)C1=NOC(C1)C(=O)O 3-[(3-chlorophenyl)carbamoyl]-4,5-dihydro-1,2-oxazole-5-carboxylic acid